ClC1=CC(=CC(=N1)O)OC 6-chloro-2-hydroxy-4-methoxypyridine